N[C@H]1CN(CCC=C1)C(=O)OC(C)(C)C tert-butyl (R)-3-amino-2,3,6,7-tetrahydro-1H-azepine-1-carboxylate